CC=1C=C(C=C(C1C1(CC(=C(C2=CC=CC=C12)O)\N=N\[H])S(=O)(=O)O)C)C1=CC(=C(C(=C1)C)C1(CC(=C(C2=CC=CC=C12)O)\N=N\[H])S(=O)(=O)O)C 1,1'-(3,3',5,5'-tetramethyl[1,1'-biphenyl]-4,4'-diyl)bis{4-hydroxy-3-[(E)-diazenyl]naphthalene-1-sulfonic acid}